FC(OC1=CC=C(C=C1)C=1C=C(N=NC1)NC1=CC(=NC=C1)N1C[C@H](O[C@H](C1)C)C)F 5-(4-(difluoromethoxy)phenyl)-N-(2-((2R,6S)-2,6-dimethylmorpholino)pyridin-4-yl)pyridazin-3-amine